C(C)(C)(C)C=1C=C(CCC(=O)NNC(CCC2=CC(=C(C(=C2)C(C)(C)C)O)C(C)(C)C)=O)C=C(C1O)C(C)(C)C 1,2-bis(3,5-di-tert-butyl-4-hydroxylhydrocinnamoyl)hydrazine